1,3-propyleneoxide C1CCO1